(S)-cyclopropyl(5-fluoro-3-methylbenzofuran-2-yl)methanamine C1(CC1)[C@H](N)C=1OC2=C(C1C)C=C(C=C2)F